5-(8-bromo-3-(methoxymethyloxy)naphthalen-1-yl)-5-hydroxy-3-oxopentanoic acid methyl ester COC(CC(CC(O)C1=CC(=CC2=CC=CC(=C12)Br)OCOC)=O)=O